Cyclopropanecarboxylic acid [5-(4-bromomethyl-phenyl)-[1,2,4]triazolo[1,5-a]pyridin-2-yl]-amide BrCC1=CC=C(C=C1)C1=CC=CC=2N1N=C(N2)NC(=O)C2CC2